3-oxo-1,2-dihydroisoindole O=C1NCC2=CC=CC=C12